COC(C1=C(C=C(C(=C1)OCCCNC(CC1=CC(=CC=C1)Cl)=O)OC)N)=O 2-amino-5-(3-(2-(3-chlorophenyl)acetamido)propoxy)-4-methoxybenzoic acid methyl ester